C(CCCCCCCCCCC)N1C(N(C=C1)CCCCCCCCCCCC)C L-1,3-didodecyl-2-methylimidazole